COC(=C(C(=O)N)OC)C1=CC=CC=C1 DIMETHOXYCINNAMIC ACID AMIDE